tert-butyl ((4-bromo-1-methyl-1H-1,2,3-triazol-5-yl)methyl)(methyl)carbamate BrC=1N=NN(C1CN(C(OC(C)(C)C)=O)C)C